4-cyclopropyl-N-(4-fluoro-3-methylphenyl)-5-(2-(((1r,4r)-4-hydroxy-1-methylcyclohexyl)amino)-2-oxoacetyl)-1,2-dimethyl-1H-pyrrole-3-carboxamide C1(CC1)C=1C(=C(N(C1C(C(=O)NC1(CCC(CC1)O)C)=O)C)C)C(=O)NC1=CC(=C(C=C1)F)C